2-ureido-4[1h]-pyrimidinone ethyl-methacrylate C(C)OC(C(=C)C)=O.N(C(=O)N)C=1NC=CC(N1)=O